C1(C2=CC(C(=O)O1)=CC=C2)=O isophthalic, anhydride